BrC1=CC=C(C=C1)CCCO 3-(4-bromophenyl)propan-1-ol